CC(C#C)(CCCC(CCC=C(C)C)C)O 3,7,11-trimethyldodec-10-en-1-yn-3-ol